ClC1=CC=C(C=C1)N1C(C2=CC(=CC=C2C1C1=CC=C(C=C1)Cl)C(=C)C)=O 2-(4-chlorophenyl)-3-(4-chlorophenyl)-6-(prop-1-en-2-yl)isoindolin-1-one